ethyl 2-((2S,4R)-2-(hydroxymethyl)-4-(4-(trifluoromethyl)phenoxy)pyrrolidin-1-yl)pyrimidine-5-carboxylate OC[C@H]1N(C[C@@H](C1)OC1=CC=C(C=C1)C(F)(F)F)C1=NC=C(C=N1)C(=O)OCC